N,N-dimethyl-2-fluorobenzylamine CN(C)CC1=C(C=CC=C1)F